CC1=C(C=CC=O)C=CC=C1 2-METHYLCINNAMALDEHYDE